4,7-dichloro-2-cycloheptylquinoline ClC1=CC(=NC2=CC(=CC=C12)Cl)C1CCCCCC1